tert-butyl 4-(2-bromoanilino)-4-cyano-piperidine-1-carboxylate BrC1=C(NC2(CCN(CC2)C(=O)OC(C)(C)C)C#N)C=CC=C1